C(N)(=O)[C@H](CC1=CC=C(C=C1)I)NC(OC(C)(C)C)=O tert-butyl (S)-1-carbamoyl-2-(4-iodophenyl)ethylcarbamate